2-mercapto-3,5,6,7-tetrahydro-4H-pyrano[2,3-d]pyrimidin-4-one SC=1NC(C2=C(N1)OCCC2)=O